OC(CO)C1=CC(=C2CN(C(C2=C1)=O)C1=CC(=CC=C1)[C@@](C(C1=NN=CN1C)(F)F)(C)F)C(F)(F)F 6-(1,2-dihydroxyethyl)-2-(3-((R)-1,1,2-trifluoro-1-(4-methyl-4H-1,2,4-triazol-3-yl)propan-2-yl)phenyl)-4-(trifluoromethyl)isoindolin-1-one